3-(2-methyl-4-oxo-5-(((5-(thiomorpholinomethyl)pyridin-2-yl)methyl)amino)quinazolin-3(4H)-yl)piperidine-2,6-dione CC1=NC2=CC=CC(=C2C(N1C1C(NC(CC1)=O)=O)=O)NCC1=NC=C(C=C1)CN1CCSCC1